[4-[[2-chloro-5-[(2S,3S,4R,5S,6R)-3,4,5-triacetoxy-6-methylthiotetrahydropyran-2-yl] phenyl] methyl] phenyl] acetate C(C)(=O)OC1=CC=C(C=C1)CC1=C(C=CC(=C1)[C@@H]1O[C@@H]([C@H]([C@@H]([C@H]1OC(C)=O)OC(C)=O)OC(C)=O)SC)Cl